6-[5-chloro-2-(trifluoromethyl)pyridin-3-yl]-N-[(2,4-dimethoxyphenyl)methyl]-4-methylphthalazine-1-amine formate salt C(=O)O.ClC=1C=C(C(=NC1)C(F)(F)F)C=1C=C2C(=NN=C(C2=CC1)NCC1=C(C=C(C=C1)OC)OC)C